(E)-4-methoxy-6-(1-(1-(1-(4-(piperidin-1-yl)but-2-enoyl)azetidine-3-carbonyl)piperidin-4-yl)-1H-pyrazol-4-yl)pyrazolo[1,5-a]pyridine-3-carbonitrile COC=1C=2N(C=C(C1)C=1C=NN(C1)C1CCN(CC1)C(=O)C1CN(C1)C(\C=C\CN1CCCCC1)=O)N=CC2C#N